ClC=1C(=NC=C(C1)C#CC1=C(C=CC(=C1)C(NC1=CC(=C(C=C1)CN1CCN(CC1)C)C(F)(F)F)=O)C)C(=O)NC1CC1 3-Chloro-N-cyclopropyl-5-((2-methyl-5-((4-((4-methylpiperazin-1-yl)methyl)-3-(trifluoromethyl)phenyl)carbaMoyl)phenyl)ethynyl)picolinamide